OCC1C2C3C(CC(C2CC1)C3)CO 3,9-bis-hydroxymethyl-tricyclo[5.2.1.02,6]Decane